hexadec-1-yl acetate C(C)(=O)OCCCCCCCCCCCCCCCC